[N+](=O)([O-])C1=CC=C(OC(=O)OCC2=C(C=CC=C2)S(=O)(=O)O)C=C1 2-[(4-nitrophenoxy)carbonyloxymethyl]benzenesulfonic acid